5-{2-amino-[1,2,4]triazolo[1,5-a]pyridin-7-yl}-2-methoxy-N-[(2-phenoxyphenyl)methyl]pyridine-3-carboxamide NC1=NN2C(C=C(C=C2)C=2C=C(C(=NC2)OC)C(=O)NCC2=C(C=CC=C2)OC2=CC=CC=C2)=N1